4-(trifluoromethyl)hexahydropyridine FC(C1CCNCC1)(F)F